C(#N)C=1C=C(C=NC1)S(=O)(=O)Cl 5-cyanopyridine-3-sulfonyl chloride